CCCC(CCCC)N 4-octylamine